C=1N=CN2C1C=C(C=C2)OC2=C(C=C(C=C2)NC2=NC=NC1=CC=C(C=C21)C2CNCCC2)C N-(4-(imidazo[1,5-a]pyridin-7-yloxy)-3-methylphenyl)-6-(piperidin-3-yl)quinazolin-4-amine